FC1=CN=CC2=C1C(=NC=1N2C(=NN1)C)N1CCCC2=C(N=CC=C12)C#CC(C(F)(F)F)(C)C 6-fluoro-1-methyl-5-(5-(4,4,4-trifluoro-3,3-dimethylbut-1-yn-1-yl)-3,4-dihydro-1,6-naphthyridin-1(2H)-yl)pyrido[4,3-e][1,2,4]triazolo[4,3-a]pyrimidine